6-cyclopropyl-2-((6-methoxypyridin-2-yl)amino)nicotinonitrile C1(CC1)C1=NC(=C(C#N)C=C1)NC1=NC(=CC=C1)OC